CN1C(N(C=C1)CCO)=O 1-methyl-3-(2-hydroxyethyl)imidazolone